C(C)(C)(C)OC(=O)N[C@H](C(=O)OC)CC1C(NC(CC1)(C)C)=O methyl (2S)-2-(tert-butoxycarbonylamino)-3-(6,6-dimethyl-2-oxo-3-piperidyl)propanoate